C(#N)C1=CC=C(C=C1)S(=O)(=O)NCCN1CCC2=CC=CC=C12 4-CYANO-N-(2-(INDOLIN-1-YL)ETHYL)BENZENESULFONAMIDE